6-Fluoro-N-{(S)-1-carbonyl-1-{{(S)-1-carbonyl-3-[(S)-2-carbonylpyrrolidin-3-yl]propan-2-yl}amino}-3-phenylpropan-2-yl}-1H-indole-2-carboxamide FC1=CC=C2C=C(NC2=C1)C(=O)N[C@H](C(N[C@H](C=C=O)C[C@H]1C(NCC1)=C=O)=C=O)CC1=CC=CC=C1